N[C@H](C(=O)N[C@@]1(CN(CCC1)C([C@@H](CC(=O)OC)CC1=CC=CC=C1)=O)CC1=CC=C(C=C1)Cl)CO[Si](C)(C)C(C)(C)C methyl (R)-4-((R)-3-((S)-2-amino-3-((tert-butyldimethylsilyl)oxy)propanamido)-3-(4-chlorobenzyl)piperidin-1-yl)-3-benzyl-4-oxobutanoate